NC=1C2=C(NC(C1C1=NC3=C(N1)C=C1C(=C3)CCC(CC1)N1CCC1)=O)C=NN2C 7-amino-6-(7-(azetidin-1-yl)-1,5,6,7,8,9-hexahydrocyclohepta[4,5]benzo[1,2-d]imidazol-2-yl)-1-methyl-1,4-dihydro-5H-pyrazolo[4,3-b]pyridin-5-one